ClC1=C(C=CC=C1)NC1=NC=CC(=N1)N1N=CC(=C1)NC(=O)NC(C)C1=CC(=CC=C1)Cl 1-(1-(2-((2-chlorophenyl)amino)pyrimidin-4-yl)-1H-pyrazol-4-yl)-3-(1-(3-chlorophenyl)ethyl)urea